CC(CC[C@@H](C(=O)O)N[C@H](C)C=1C=NC=NC1)(C)C (2S)-5,5-dimethyl-2-{[(1R)-1-(pyrimidin-5-yl)ethyl]amino}hexanoic acid